COC1=CC=C(OCC(C(C)(C)C)OC(=O)N2C=NC=C2)C=C1.C1(=CC=CC=C1)C(C#CCOC1OCCCC1)=O 1-phenyl-4-((tetrahydro-2H-pyran-2-yl)oxy)but-2-yn-1-one 1-(4-methoxyphenoxy)-3,3-dimethylbutan-2-yl-1H-imidazole-1-carboxylate